(S)-2-Methylpyrrolidine C[C@@H]1NCCC1